BrC1=CC(N(C=C1F)C(CN(C)C)C1=CC(=CC=C1)Cl)=O 4-Bromo-1-(1-(3-chlorophenyl)-2-(dimethylamino)ethyl)-5-fluoropyridin-2(1H)-one